C(#N)C1=CC(=C(COC2=CC=CC(=N2)N2C=C3C(=C2)CN(C3)CC3=NC2=C(N3C[C@H]3OCC3)C=C(C=C2)C(=O)O)C=C1)F (S)-2-((5-(6-((4-cyano-2-fluorobenzyl)oxy)pyridin-2-yl)-3,5-dihydropyrrolo[3,4-c]pyrrol-2(1H)-yl)methyl)-1-(oxetan-2-ylmethyl)-1H-benzo[d]imidazole-6-carboxylic acid